C(C(=C)C)(=O)O.NC1=CC(=CC=C1)C m-toluidine methacrylate